BrC1=CC(=CC(=N1)N1C[C@H](O[C@H](C1)C)C)F (cis)-4-(6-bromo-4-fluoropyridin-2-yl)-2,6-dimethylmorpholine